ClC=1C=C(C(NN1)=O)CN1C=NC(=C(C1=O)OC=1C=C(C#N)C=C(C1)C(F)F)C(F)(F)F 3-((1-((6-chloro-3-oxo-2,3-dihydropyridazin-4-yl)methyl)-6-oxo-4-(trifluoromethyl)-1,6-dihydropyrimidin-5-yl)oxy)-5-(difluoromethyl)benzonitrile